Tert-butyl (R)-4-((6-(3-(3,4-dimethoxyphenyl)-1-hydroxyphenyl) pyrazin-2-yl) amino)-4-oxobutanoate COC=1C=C(C=CC1OC)C=1C[C@](C=CC1)(O)C1=CN=CC(=N1)NC(CCC(=O)OC(C)(C)C)=O